C1N(CC12CNC2)CC2=CC=C(C=C2)C2=CC(=C1C(=N2)N(C(=N1)C1=CC=C(C=C1)S(=O)(=O)C)C1CC1)C 5-(4-((2,6-diazaspiro[3.3]heptan-2-yl)methyl)phenyl)-3-cyclopropyl-7-methyl-2-(4-(methylsulfonyl)phenyl)-3H-imidazo[4,5-b]pyridine